4-((1H-Pyrazol-1-yl)methyl)-2-fluoro-6-methoxybenzonitrile N1(N=CC=C1)CC1=CC(=C(C#N)C(=C1)OC)F